FC(C1=CC=C(C=C1)NC=1C(=NC=CN1)N1CCN(CC1)CC#C)(F)F 1-(4-(3-((4-(trifluoromethyl)phenyl)amino)pyrazin-2-yl)piperazin-1-yl)prop-2-yn